N-((4-(azetidin-1-yl)-3-(6-methyl-1H-indol-2-yl)phenyl)sulfonyl)-N-(2-oxo-2-(4-oxa-7-azaspiro[2.5]octan-7-yl)ethyl)acetamide N1(CCC1)C1=C(C=C(C=C1)S(=O)(=O)N(C(C)=O)CC(N1CCOC2(CC2)C1)=O)C=1NC2=CC(=CC=C2C1)C